C(=C)SC=1SC2=C(N1)C=CC=C2 2-(vinylthio)-benzothiazole